C(C1=CC=CC=C1)OCCOCC12CN(CC(CC1)C2)C(=O)OC(C)(C)C tert-butyl 1-((2-(benzyloxy) ethoxy) methyl)-3-azabicyclo[3.2.1]octane-3-carboxylate